(4-bromo-2-isopropylphenyl)boric acid BrC1=CC(=C(C=C1)OB(O)O)C(C)C